3-(t-amylperoxy)butanol C(C)(C)(CC)OOC(CCO)C